CC(=CCC1=C(C=C(C(=C1O)S(=O)(=O)C1=COC=C1)CCCCC)O)CCC=C(C)C 2-(3,7-dimethylocta-2,6-dien-1-yl)-4-(furan-3-ylsulfonyl)-5-pentylbenzene-1,3-diol